(3R,6R)-6-((3S,5S,8R,9S,10S,13R,14S,17R)-3-ethyl-3-hydroxy-10,13-dimethylhexadecahydro-1H-cyclopenta[a]phenanthren-17-yl)-3-hydroxyheptanenitrile C(C)[C@@]1(CC[C@@]2([C@H]3CC[C@@]4([C@H](CC[C@H]4[C@@H]3CC[C@H]2C1)[C@@H](CC[C@H](CC#N)O)C)C)C)O